C(=O)(OC(C)(C)C)N(N=C(C1=CC=CC=C1)C1=CC=CC=C1)C1=CC(=CC=C1)Cl N-Boc-N-(3-chlorophenyl)benzophenone hydrazone